1-(4-Aminophenyl)-N-ethyl-5-(trifluoromethyl)-1H-pyrazole-4-carboxamide NC1=CC=C(C=C1)N1N=CC(=C1C(F)(F)F)C(=O)NCC